N-[3-(6-butanoyl-4-methylpyridin-3-yl)-1-methyl-2-oxo-1,6-naphthyridin-7-yl]acetamide C(CCC)(=O)C1=CC(=C(C=N1)C=1C(N(C2=CC(=NC=C2C1)NC(C)=O)C)=O)C